BrC=1C=CC=2CC3C(C2C1)C3 3-bromo-1H,1aH,6H,6aH-cyclopropa[a]indene